tert-butyl (2-amino-5-(1-ethylpiperidin-4-yl)phenyl)carbamate NC1=C(C=C(C=C1)C1CCN(CC1)CC)NC(OC(C)(C)C)=O